FC1=C(C(=CC=C1)C)C=1C=C/2C(=CN1)NC(\C2=C(\C)/NC2=NN(C(=C2)C)C[C@@H](C)O)=O (R,Z)-5-(2-Fluoro-6-methylphenyl)-3-(1-((1-(2-hydroxypropyl)-5-methyl-1H-pyrazol-3-yl)amino)ethylidene)-1H-pyrrolo[2,3-c]pyridin-2(3H)-one